FC1=C(OC2=C(C=C(CN3C(CCC3=O)=O)C=C2)C2=CN(C=3C(NC=CC32)=O)C)C=CC(=C1)F 1-(4-(2,4-difluorophenoxy)-3-(1-methyl-7-oxo-6,7-dihydro-1H-pyrrolo[2,3-c]pyridin-3-yl)benzyl)pyrrolidine-2,5-dione